(Z)-13-(heptadec-8-en-1-yl)-3-(2-hydroxyethyl)-11,11-dimethyl-10,12,14-trioxa-3-aza-11-silatriacontan-1-ol C(CCCCCC\C=C/CCCCCCCC)C(O[Si](OCCCCCCN(CCO)CCO)(C)C)OCCCCCCCCCCCCCCCC